1,3-diamino-4,7,10-trioxotridecane NCCC(C(CCC(CCC(CCC)=O)=O)=O)N